BrC1=C2C=CNC2=C(C(=C1OC=1C=CC(=C(C#N)C1)F)F)F 5-[(4-bromo-6,7-difluoro-1H-indol-5-yl)oxy]-2-fluoro-benzonitrile